C[C@@H]1CN(C[C@@H](O1)C)C[C@@H](CC1=CC=C(C=C1)C(C)(C)CC)C |&1:9| (±)-cis-2,6-dimethyl-4-[2-methyl-3-(p-tert-pentyl-phenyl)propyl]morpholine